N1CCC(CC1)N1CCC1 PIPERIDIN-4-YL-AZETIDIN